ClC=1C(=CC(=NC1)N1[C@H](CN(CC1)CC1(CC1)C(F)(F)F)C)N (S)-5-chloro-2-(2-methyl-4-((1-(trifluoromethyl)cyclopropyl)methyl)piperazin-1-yl)pyridin-4-amine